CC=1N=CSC1CCOC(=O)C 4-methyl-5-(2-acetoxyl-ethyl)thiazole